SC(C(CO)C)C 3-mercapto-2-methyl-1-butanol